Methyl 5-((4,6-difluoro-1-((2-(trimethylsilyl)ethoxy)methyl)-1H-indol-5-yl)oxy)-2-vinylbenzimidothioate hydroiodide I.FC1=C2C=CN(C2=CC(=C1OC=1C=CC(=C(C(=N)SC)C1)C=C)F)COCC[Si](C)(C)C